sulfuric acid Iron salt [Fe+2].S([O-])([O-])(=O)=O